3,5-dichloro-4-((4-methyl-2-(trifluoromethyl)quinolin-6-yl)oxy)aniline ClC=1C=C(N)C=C(C1OC=1C=C2C(=CC(=NC2=CC1)C(F)(F)F)C)Cl